5-((((trans)-2-(4-(benzyloxy)phenyl)cyclopropyl)amino)methyl)-1,3,4-oxadiazol-2-amine C(C1=CC=CC=C1)OC1=CC=C(C=C1)[C@H]1[C@@H](C1)NCC1=NN=C(O1)N